ClC1=C(C=CC(=C1)Cl)[C@@H](C)NC=1C=2C(N=C(N1)N1CC(C1)[C@H]1CN(CCO1)C)=CN(N2)C N-((R)-1-(2,4-dichlorophenyl)ethyl)-2-methyl-5-(3-((S)-4-methylmorpholin-2-yl)azetidin-1-yl)-2H-pyrazolo[4,3-d]pyrimidin-7-amine